COC=1C(=CC=2C(=C3C(=NC2C1)CCC3)NC3CCN(CC3)C=3C=NC(=CC3)C)OC N-{6,7-dimethoxy-1H,2H,3H-cyclopenta[b]quinolin-9-yl}-1-(6-methylpyridin-3-yl)piperidin-4-amine